(E)-2,4-difluoro-N-(5-(4-(4-(4-oxopent-2-enoyl)piperazin-1-yl)quinazolin-6-yl)-2-(2,2,2-trifluoroethoxy)pyridin-3-yl)benzenesulfonamide FC1=C(C=CC(=C1)F)S(=O)(=O)NC=1C(=NC=C(C1)C=1C=C2C(=NC=NC2=CC1)N1CCN(CC1)C(\C=C\C(C)=O)=O)OCC(F)(F)F